ClC=1N=CC=2N=C(N=C(C2N1)NCC1=C(C=C(C=C1)OC)OC)C 6-chloro-N-(2,4-dimethoxybenzyl)-2-methylpyrimido[5,4-d]pyrimidin-4-amine